methyl 2-[[(1R,2S,5S)-3-[(2S)-2-(tert-butoxycarbonylamino)-3,3-dimethyl-butanoyl]-6,6-dimethyl-3-azabicyclo[3.1.0]hexane-2-carbonyl]amino]-3-(2-pyridyl)butanoate C(C)(C)(C)OC(=O)N[C@H](C(=O)N1[C@@H]([C@H]2C([C@H]2C1)(C)C)C(=O)NC(C(=O)OC)C(C)C1=NC=CC=C1)C(C)(C)C